C(CCC)OC(=O)C1=C(C2=CC=CC=C2C=C1)C1C2C=CC(C1)C2=O 5-(n-butoxycarbonylnaphthyl)-7-oxo-bicyclo[2.2.1]Hept-2-ene